4-[(9H-fluoren-9-ylmethoxycarbonylamino)methyl]cyclohexanecarboxylic acid C1=CC=CC=2C3=CC=CC=C3C(C12)COC(=O)NCC1CCC(CC1)C(=O)O